11-(4-Fluorobenzyl)-2-(4-methoxyphenyl)-11H-imidazo[1',2':1,2]pyrido[3,4-b]indole FC1=CC=C(CN2C3=C(C4=CC=CC=C24)C=CN2C3=NC(=C2)C2=CC=C(C=C2)OC)C=C1